(E)-3-(4-chloro-3-(trifluoromethyl)phenyl)acrylic acid tert-butyl ester C(C)(C)(C)OC(\C=C\C1=CC(=C(C=C1)Cl)C(F)(F)F)=O